tin n-propoxide [O-]CCC.[Sn+4].[O-]CCC.[O-]CCC.[O-]CCC